3-aminopiperidine-2,6-dione, hydrochloride Cl.NC1C(NC(CC1)=O)=O